ClC1=CC=C(C=C1)NC(=O)NC1=CC=C(C=C1)Cl 1,3-bis(4-chlorophenyl)urea